N-((5-(3-methoxyprop-1-yn-1-yl)pyridin-2-yl)methyl)cyclopropylamine COCC#CC=1C=CC(=NC1)CNC1CC1